4,5-Bis(carbazol-9-yl)-1,2-dicyanobenzol C1=CC=CC=2C3=CC=CC=C3N(C12)C1=CC(=C(C=C1N1C2=CC=CC=C2C=2C=CC=CC12)C#N)C#N